1-methyl-5-(4,4,5,5-tetramethyl-1,3,2-dioxaborolan-2-yl)pyridine-2-one CN1C(C=CC(=C1)B1OC(C(O1)(C)C)(C)C)=O